C(#N)CC1(CC1)CN1C(=NC2=C1C=C(C=C2)C(=O)O)CN2CCC(CC2)C2=NC(=CC=C2)OCC2=C(C=C(C=C2)C(=O)C2CC2)F 1-((1-(Cyanomethyl)cyclopropyl)methyl)-2-((4-(6-((4-(cyclopropanecarbonyl)-2-fluorobenzyl)oxy)pyridine-2-yl)piperidin-1-yl)methyl)-1H-benzo[d]imidazole-6-carboxylic acid